N-(3-(2-chloro-10H-phenothiazin-10-yl)propyl)-N,N-dimethyl-prop-2-en-1-aminium bromide [Br-].ClC1=CC=2N(C3=CC=CC=C3SC2C=C1)CCC[N+](CC=C)(C)C